C(C)(C)(C)OC(CCOCCOCCOCCOCCOCCOCCOCCOCCNC(=O)C1=CC(=CC(=C1)C=1C=NC(=NC1)SC)C=1C=NC(=NC1)SC)=O 1-(3,5-bis(2-(methylthio)pyrimidin-5-yl)phenyl)-1-oxo-5,8,11,14,17,20,23,26-octaoxa-2-azanonacosane-29-oic acid tert-butyl ester